CC(=CC=C1C(CCC1)P(C1CCCC1)C1CCCC1)C dimethylvinyl-methylene(tricyclopentylphosphine)